CC(CC(=O)OC(COC(CCCCCCC)=O)COC(CCCCCCC)=O)(CCC(=O)OCC1=CC=CC=C1)C 6-benzyl 1-(1,3-bis(octanoyloxy)propan-2-yl) 3,3-dimethylhexanedioate